C(=O)O.C(#N)C=1C(=NC=C(C1C1=CC(=C(C=C1)C#N)F)C1=CC(=C(C=C1)C)O)N1CCC(CC1)NCC=1C=NC(=NC1)/C=C/C(=O)NO (E)-3-(5-(((1-(3-Cyano-4-(4-cyano-3-fluorophenyl)-5-(3-hydroxy-4-methylphenyl)pyridin-2-yl)piperidin-4-yl)amino)methyl)pyrimidin-2-yl)-N-hydroxyacrylamide formate